O=C1NC(CCC1N1C(C2=CC=C(C=C2C1=O)NCCC[C@@H]1C[C@H](C1)N1N=CC(=C1)C1CCOCC1)=O)=O 2-(2,6-dioxopiperidin-3-yl)-5-((3-(trans-3-(4-(tetrahydro-2H-pyran-4-yl)-1H-pyrazol-1-yl)cyclobutyl)propyl)amino)isoindoline-1,3-dione